N1=C(NCC2=CC=CC=C12)SCC=1N2C(SC1)=NC(C2)(C)CC2=CC=C(C=C2)OC 3-(((3,4-dihydroquinazolin-2-yl)thio)methyl)-6-(4-methoxybenzyl)-6-methyl-5,6-dihydroimidazo[2,1-b]thiazole